BrC1=C(C=C(C=C1)OC(F)F)O 2-bromo-5-(difluoromethoxy)phenol